C(C)(C)[C@H]1NC2=C(OCC1)C(=NC=N2)N2C[C@@H](CC2)NC (R)-1-((S)-8-Isopropyl-6,7,8,9-tetrahydropyrimido[5,4-b][1,4]oxazepin-4-yl)-N-methylpyrrolidin-3-amine